N'-(3,7-dimethyl-octa-2,6-dienyl)-ethane-1,2-diamine CC(=CCNCCN)CCC=C(C)C